P(=O)(O)(O)OC[C@@H]1[C@H]([C@H]([C@@H](O1)N1C(=NC=2C(=O)NC(N)=NC12)SC1=C(C=C(C=C1)Cl)Cl)O)O 8-(2,4-dichlorophenylthio)guanosine-5'-monophosphate